4-(3-((5-fluoro-6-(trifluoromethyl)pyridin-3-yl)amino)pyrazin-2-yl)piperazin FC=1C=C(C=NC1C(F)(F)F)NC=1C(=NC=CN1)N1CCNCC1